2-[(2S)-2-[2-[4-[5-[tert-butyl(dimethyl)silyl]oxy-1-tetrahydropyran-2-yl-indazol-3-yl]pyrazol-1-yl]ethoxy]propoxy]ethylmethanesulfonate [Si](C)(C)(C(C)(C)C)OC=1C=C2C(=NN(C2=CC1)C1OCCCC1)C=1C=NN(C1)CCO[C@H](COCCCS(=O)(=O)[O-])C